1-(2,4-dichlorophenyl)-2-((1,4-dimethyl-3-(trifluoromethyl)-1H-pyrazol-5-yl)oxy)ethan-1-one-O-ethyloxime C(C)ON=C(COC1=C(C(=NN1C)C(F)(F)F)C)C1=C(C=C(C=C1)Cl)Cl